NC1=NC2=CC(=CC=C2C(=N1)NC[C@@H](C)[O-])C1=CC=NN1 (R)-1-((2-amino-7-(1H-pyrazol-5-yl)quinazolin-4-yl)amino)-2-propanolate